3-bromo-5-[[2-(morpholin-4-yl)ethyl]amino]-1-[(3S)-pyrrolidin-3-yl]pyrazole-4-carboxamide hydrochloride Cl.BrC1=NN(C(=C1C(=O)N)NCCN1CCOCC1)[C@@H]1CNCC1